[As](O)(O)([O-])=O.[NH4+] Ammonium dihydrogenarsenat